BrC1=CC(N(C=C1OC1=C(C=CC=C1C)C)CCOC)=O 4-bromo-5-(2,6-dimethylphenoxy)-1-(2-methoxyethyl)pyridin-2(1H)-one